5-(1-(2,2-difluoroethyl)-1H-pyrazol-3-yl)-3-((2R,4S)-2-(2,5-difluorophenyl)-4-fluoropyrrolidin-1-yl)-1H-pyrazolo[3,4-b]pyridine FC(CN1N=C(C=C1)C=1C=C2C(=NC1)NN=C2N2[C@H](C[C@@H](C2)F)C2=C(C=CC(=C2)F)F)F